(2R,5'S)-5-hydroxy-5'-methyl-3H-spiro[furo[2,3-c]pyridine-2,3'-pyrrolidine]-1'-carboxylic acid tert-butyl ester C(C)(C)(C)OC(=O)N1C[C@]2(C[C@@H]1C)CC=1C(=CN=C(C1)O)O2